COC1=NC=C(C=N1)C1=NOC(=N1)N1CCC(CC1)C(=O)O 1-(3-(2-Methoxypyrimidin-5-yl)-1,2,4-oxadiazol-5-yl)piperidine-4-carboxylic acid